3,5-dimethyl-1-(methyl-d3)-1H-pyrrole-2-carboxylic acid CC1=C(N(C(=C1)C)C([2H])([2H])[2H])C(=O)O